ClC1=CC=C(CNC(=O)NC2CC3(C2)CN(CC3)C(C3=CC=C(C=C3)OC)=O)C=C1 1-(4-chlorobenzyl)-3-((2s,4r)-6-(4-methoxybenzoyl)-6-azaspiro[3.4]octan-2-yl)urea